3-Ethyl-4,7-dimethyl-9-vinyl-3,4-dihydro-5H-pyrazolo[3,4-c]isoquinolin-5-one C(C)N1N=CC2=C1N(C(C=1C=C(C=C(C21)C=C)C)=O)C